OC1CC(NC1)C(=O)N[C@@H](C)C1=CC=C(C=C1)C1=C(N=CS1)C 4-Hydroxy-N-((S)-1-(4-(4-methylthiazol-5-yl)phenyl)ethyl)pyrrolidine-2-carboxamide